C(C)N1N=CC=2C=NC(=C(C21)OC)NC2=CC(=NC=C2C(=O)NC([2H])([2H])[2H])NC2=NN(C=C2)C 4-((1-Ethyl-7-methoxy-1H-pyrazolo[4,3-c]pyridin-6-yl)amino)-N-(methyl-d3)-6-((1-methyl-1H-pyrazol-3-yl)amino)nicotinamide